C(C)OC(=O)C1=C(N2C(C(S1)(F)F)C=CC=C2)C(=O)O 1,1-difluoro-1,9a-dihydropyrido[2,1-c][1,4]thiazine-3,4-dicarboxylic acid ethyl ester